ClC=1C=C(N(C1)S(=O)(=O)C1=CC=C(C)C=C1)C=1C=NN(C1)C(F)F 4-chloro-2-(1-(difluoromethyl)-1H-pyrazol-4-yl)-1-p-toluenesulfonyl-1H-pyrrole